N1=C(C=CC=C1)NC(C(CCCCC#N)(C#CC1=CC=CC=C1)C1=CC=C(C=C1)F)=O N-(pyridin-2-yl)-6-cyano-2-(4-fluorophenyl)-2-(phenylethynyl)hexanamide